Tert-butyl 4-[1-(2,6-dibenzyloxy-3-pyridyl)-6-fluoro-3-methyl-2-oxo-benzimidazol-5-yl]-3,6-dihydro-2H-pyridine-1-carboxylate C(C1=CC=CC=C1)OC1=NC(=CC=C1N1C(N(C2=C1C=C(C(=C2)C=2CCN(CC2)C(=O)OC(C)(C)C)F)C)=O)OCC2=CC=CC=C2